O1CCC(CC1)N(C(OC(C)(C)C)=O)CC[C@H]1CC=C(CC1)B1OC(C(O1)(C)C)(C)C |r| rac-tert-Butyl (tetrahydro-2H-pyran-4-yl)(2-(4-(4,4,5,5-tetramethyl-1,3,2-dioxaborolan-2-yl)cyclohex-3-en-1-yl)ethyl)carbamate